(R)-N-(2,6-difluoro-3-(5-(2-(3-hydroxypyrrolidin-1-yl)pyrimidin-5-yl)-1H-pyrrolo[2,3-b]pyridine-3-carbonyl)phenyl)propane-1-sulfonamide FC1=C(C(=CC=C1C(=O)C1=CNC2=NC=C(C=C21)C=2C=NC(=NC2)N2C[C@@H](CC2)O)F)NS(=O)(=O)CCC